8-[1-[[6-chloro-2-(7-fluoro-1-hydroxy-2,3,1-benzoxazaborinin-6-yl)-3-pyridyl]amino]ethyl]-3,6-dimethyl-2-morpholino-chromen-4-one ClC1=CC=C(C(=N1)C=1C(=CC2=C(C=NOB2O)C1)F)NC(C)C=1C=C(C=C2C(C(=C(OC12)N1CCOCC1)C)=O)C